COC=1C=C2C(=NC(=NC2=CC1OC)C)N[C@H](C)C1=CC(=CC=C1)C 6,7-dimethoxy-2-methyl-N-[(1R)-1-(3-methylphenyl)ethyl]quinazolin-4-amine